C1=C(C=CC2=CC=CC=C12)C=1OC(=NN1)C(Cl)(Cl)Cl 2-(2-naphthyl)-5-trichloromethyl-1,3,4-oxadiazole